C(CCCCC(CC=CC(=O)[O-])O)CC(CC=CC(=O)[O-])O 1,4-butanediylbis(2-hydroxy-3,1-propanediyl)diacrylate